gallium zinc alloyl-bromine C(C=C)(=O)Br.[Zn].[Ga]